4-octadecyloxy-1,3-diaminobenzene C(CCCCCCCCCCCCCCCCC)OC1=C(C=C(C=C1)N)N